C(#N)C=1C=CC(=C(C1)NC(=O)C1=CN=C2N1C=CC(=C2)C)C N-(5-cyano-2-methylphenyl)-7-methylimidazo[1,2-a]pyridine-3-carboxamide